methyl 5-{2-[5-fluoro-2-(7-methylquinoline-8-sulfonamido)phenyl]ethynyl}-4-methylpyridine-2-carboxylate FC=1C=CC(=C(C1)C#CC=1C(=CC(=NC1)C(=O)OC)C)NS(=O)(=O)C=1C(=CC=C2C=CC=NC12)C